2-({6-amino-1-oxo-4-[3-(thiophen-3-yl)-1H-indazol-5-yl]-2,3-dihydro-1H-isoindol-2-yl}methyl)prop-2-enamide NC1=CC(=C2CN(C(C2=C1)=O)CC(C(=O)N)=C)C=1C=C2C(=NNC2=CC1)C1=CSC=C1